(R)-3-[2-(2-chloro-4-trifluoromethylbenzoyl)-1,2,3,4-tetrahydroisoquinolin-5-yl]-3-(7-methoxy-1-methyl-1H-benzo[d][1,2,3]triazol-5-yl)propionic acid ethyl ester C(C)OC(C[C@H](C1=CC2=C(N(N=N2)C)C(=C1)OC)C1=C2CCN(CC2=CC=C1)C(C1=C(C=C(C=C1)C(F)(F)F)Cl)=O)=O